[Ca+2].C(CCCCCCC\C=C\CCCCCCCC)(=O)[O-].C(CCCCCCC\C=C\CCCCCCCC)(=O)[O-] elaidic acid, calcium salt